FC=1C=C2C=C(NC2=CC1)C(C(CC)C)O 1-(5-Fluoro-1H-indol-2-yl)-2-methylbutan-1-ol